(rac)-β-Butyrolactone C1(C[C@@H](C)O1)=O |r|